tert.-Butyl-3-{[2-(4-Bromophenyl)imidazo-[1,2-a]pyridin-3-yl]methyl}-3,8-diazabicyclo[3.2.1]-octan-8-carboxylat C(C)(C)(C)OC(=O)N1C2CN(CC1CC2)CC2=C(N=C1N2C=CC=C1)C1=CC=C(C=C1)Br